3-((3aR,7aS)-1,3-dioxo-1,3,3a,4,7,7a-hexahydro-2H-4,7-methanoisoindol-2-yl)-N-(3-(((2R,3R,4S,5R,6R)-3,4,5-trihydroxy-6-(hydroxymethyl)tetrahydro-2H-pyran-2-yl)oxy)propyl)propanamide O=C1N(C([C@@H]2C3C=CC([C@H]12)C3)=O)CCC(=O)NCCCO[C@@H]3O[C@@H]([C@@H]([C@@H]([C@H]3O)O)O)CO